ClC=1C=C(C#N)C=CC1C1CN(C1)[C@@H]1[C@H](CCCC1)OC=1C=C2CN(C(C2=CC1)=O)C1C(NC(CC1)=O)=O 3-chloro-4-(1-((1S,2S)-2-((2-(2,6-dioxopiperidin-3-yl)-1-oxoisoindolin-5-yl)oxy)cyclohexyl)azetidin-3-yl)benzonitrile